2,3-dimethyl-4-methoxy-pyridine nitrogen [N].CC1=NC=CC(=C1C)OC